1-(2-benzothiophenecarbonyl)-lysergic acid diethylamide C(C)N(C(=O)[C@H]1CN(C)[C@@H]2CC3=CN(C4=CC=CC(C2=C1)=C34)C(=O)C=3SC4=C(C3)C=CC=C4)CC